N[C@H](CNC(=O)C1OCOCC1)C 1,3-dioxane-4-carboxylic acid ((S)-2-amino-propyl)-amide